cyclopropane-1,1-dicarboxylic acid [4-(6,7-dimethoxy-quinoline-4-yloxy)-phenyl]amide (4-fluoro-phenyl)-amide FC1=CC=C(C=C1)NC(=O)C1(CC1)C(=O)NC1=CC=C(C=C1)OC1=CC=NC2=CC(=C(C=C12)OC)OC